hydroxyethylenebis(phosphonic acid) OC(CP(O)(O)=O)P(O)(O)=O